ClC=1C=C(C=CC1)C1=C(SC=2N1C(C=CN2)=O)C2=NC(=NC=C2)NC=2C=C(C=CC2)S(=O)(=O)N 3-{4-[3-(3-Chloro-phenyl)-5-oxo-5H-thiazolo[3,2-a]pyrimidin-2-yl]-pyrimidin-2-ylamino}-benzenesulfonamide